5-chloro-1,2-dihydro-3H-pyrazolo[4,3-b]pyridin-3-one ClC1=CC=C2C(=N1)C(NN2)=O